O.O.N1=C(C=NC(=C1)C(=O)O)C(=O)O 2,5-Pyrazinedicarboxylic acid dihydrate